FC=1C=C2C=NN(C2=CC1C=1C=2C(=NN(C2C=CC1)CC(=O)N(C)CC(=O)OCC)C(F)(F)F)C ethyl 2-{2-[5'-fluoro-1'-methyl-3-(trifluoromethyl)-[4,6'-biindazol]-1-yl]-N-methylacetamido}acetate